C(C=CC)OCC\C=C/CC (3Z)-1-(2-buten-1-yloxy)-3-hexene